propyl-sulfonate potassium salt [K+].C(CC)S(=O)(=O)[O-]